1-((8-hydroxy-3-methoxy-1,5-naphthyridin-2-yl)oxy)cyclopropane-1-carboxylic acid methyl ester COC(=O)C1(CC1)OC1=NC2=C(C=CN=C2C=C1OC)O